CC(CCC)C1=CC=CC=C1 (1-methylbutyl)-benzene